C(C)[C@]1(C(OCC=2C(N3CC=4N(C5=CC=C(C=C5C(C4C3=CC21)=O)F)CCO)=O)=O)O (S)-4-ethyl-8-fluoro-4-hydroxy-11-(2-hydroxyethyl)-1H-pyrano[3',4':6,7]indolizino[2,1-b]quinoline-3,6,14(4H,11H,12H)-trione